3-(cyclopropyl-difluoromethyl)-N-{2-fluoro-4-methyl-5-[8-(morpholin-4-yl)imidazo[1,2-a]pyridin-6-yl]phenyl}pyrrolidine-1-carboxamide C1(CC1)C(C1CN(CC1)C(=O)NC1=C(C=C(C(=C1)C=1C=C(C=2N(C1)C=CN2)N2CCOCC2)C)F)(F)F